ClC1=CC=C(C=N1)CC1C(N(C2CC12)C=1NC(=C(N1)C1=CC=NC=C1)C)=O Endo-4-[(6-chloro-3-pyridyl)methyl]-2-[5-methyl-4-(4-pyridyl)-1H-imidazol-2-yl]-2-azabicyclo[3.1.0]hexan-3-one